copper zinc chromate chromate [Cr](=O)(=O)([O-])[O-].[Cr](=O)(=O)([O-])[O-].[Zn+2].[Cu+2]